Cl.C1(=CC=CC=C1)ON O-phenyl-hydroxylamine hydrochloride